N-(5-((1-(5-amino-1,3,4-thiadiazol-2-yl)piperidin-4-yl)amino)-1,3,4-thiadiazol-2-yl)-2-phenylacetamide NC1=NN=C(S1)N1CCC(CC1)NC1=NN=C(S1)NC(CC1=CC=CC=C1)=O